C12(CC3CC(CC(C1)C3)C2)CC(=O)Cl 2-(adamantan-1-yl)acetyl chloride